7-((4-(2-chloro-6-(methylcarbamoyl)pyridin-3-yl)piperazin-1-yl)methyl)-9-fluoro-3-methylpyrazolo[1,5-a]quinoxalin-4(5H)-one ClC1=NC(=CC=C1N1CCN(CC1)CC=1C=C2NC(C=3N(C2=C(C1)F)N=CC3C)=O)C(NC)=O